CCCCCC(CC)C#N Octane-6-carbonitrile